CN(CCN1C=NC2=CC=C(C=C2C1=O)C=1C=CC2=C(N=C(S2)NC(=O)NC2=CC=C(C=C2)F)C1)C 1-(5-(3-(2-(dimethylamino)ethyl)-4-oxo-3,4-dihydroquinazolin-6-yl)benzo[d]thiazol-2-yl)-3-(4-fluorophenyl)urea